C1(CC1)NC(C1=C(C=C(C(=C1)C1=NC(=C(N=C1)N[C@@H](CO)C)C1=NN(N=C1)C)C)F)=O (R)-N-cyclopropyl-2-fluoro-5-(5-((1-hydroxypropan-2-yl)amino)-6-(2-methyl-2H-1,2,3-triazol-4-yl)pyrazin-2-yl)-4-methylbenzamide